tert-butyl N-cyclopropyl-N-[1-[4-[(8-fluoro-2-methyl-imidazo[1,2-a]pyridin-6-yl)carbamoyl]-2-hydroxy-3-nitro-phenyl]-4-piperidyl]carbamate C1(CC1)N(C(OC(C)(C)C)=O)C1CCN(CC1)C1=C(C(=C(C=C1)C(NC=1C=C(C=2N(C1)C=C(N2)C)F)=O)[N+](=O)[O-])O